ClC1=C(C(=O)O)C=C(C=C1)C1=CC(=NC=C1)COC=1C=C2CN(C(C2=CC1)=O)C1CCCC1 2-Chloro-5-(2-(((2-cyclopentyl-1-oxoisoindolin-5-yl)oxy)methyl)pyridin-4-yl)benzoic acid